ClC1=CC2=C(N(CN(C2=O)C=2C(=NC(=CC2)OC)C)C2=C(C=C(C=C2)F)C)C=N1 6-chloro-1-(4-fluoro-2-methylphenyl)-3-(6-methoxy-2-methyl-pyridin-3-yl)-2,3-dihydropyrido[3,4-d]-pyrimidin-4(1H)-one